CN1C(=CC=2C=NC(=CC21)NC2CCOCC2)C2=NC=NC(=C2)NCC(F)(F)F 1-methyl-N-tetrahydropyran-4-yl-2-[6-(2,2,2-trifluoroethylamino)pyrimidin-4-yl]pyrrolo[3,2-c]pyridin-6-amine